(phenyl)(pyridin-2-yl)methanol C1(=CC=CC=C1)C(O)C1=NC=CC=C1